COCOC1=C(C=CC=C1)C1=CC2=C(N=N1)NC1=C2[C@H](N(CC1)C1=NC=C(C=N1)N1C[C@H](N(CC1)C(=O)OC(C)(C)C)C)C (R)-tert-butyl 4-(2-((R)-3-(2-(methoxymethoxy)phenyl)-5-methyl-7,8-dihydro-5H-pyrido[3',4':4,5]pyrrolo[2,3-c]pyridazin-6(9H)-yl)pyrimidin-5-yl)-2-methylpiperazine-1-carboxylate